1-bis(trimethylsiloxy)methylsilyl-6-trichlorosilylhexane C[Si](OC(O[Si](C)(C)C)[SiH2]CCCCCC[Si](Cl)(Cl)Cl)(C)C